C12(CCC(CC1)C2)C2=C(C(=CC(=C2)C21CCC(CC2)C1)C12CCC(CC1)C2)S(=O)(=O)OC2=CC=C(C=C2)S(=O)(=O)[O-].C2(=CC=CC=C2)[S+](C2=CC=CC=C2)C2=CC=CC=C2 triphenylsulfonium 4-(2,4,6-trinorbornylphenylsulfonyloxy)benzenesulfonate